O[C@@H](C(=O)OC)CO methyl (R)-2,3-dihydroxypropionate